5-(3-(cyanomethyl)-4-((8-methyl-6-oxo-7-(trifluoromethyl)-5,6-dihydro-1,5-naphthyridin-3-yl)methyl)piperazin-1-yl)-N-methylpicolinamide C(#N)CC1CN(CCN1CC=1C=NC=2C(=C(C(NC2C1)=O)C(F)(F)F)C)C=1C=CC(=NC1)C(=O)NC